C(C)(C)(C)C1=C(C=C(C(=N1)C1=CCC(CC1)(F)F)C#N)C 6-Tert-butyl-2-(4,4-difluorocyclohexen-1-yl)-5-methyl-pyridine-3-carbonitrile